FC1=C(N)C=C(C(=C1)C=1C=NC(=CC1)C(F)(F)F)F 2,5-Difluoro-4-(6-(trifluoromethyl)pyridine-3-yl)aniline